4-(2-{2-[(E)-2-phenylethenesulfonamido]-phenyl}ethynyl)benzoic acid C1(=CC=CC=C1)/C=C/S(=O)(=O)NC1=C(C=CC=C1)C#CC1=CC=C(C(=O)O)C=C1